FC1(CC(CCC1)N(C1=CC=CC=C1)C(CC1(CCNCC1)C(=O)OC)=O)F methyl 4-[2-(N-[3,3-difluorocyclohexyl]anilino)-2-oxo-ethyl]piperidine-4-carboxylate